tetrahydropyran-3-yl-4-(trideuteriomethyl)indazole O1CC(CCC1)C1=NNC2=CC=CC(=C12)C([2H])([2H])[2H]